tert-butyl-(2R,5S)-5-[2-(4-chloro-3-fluorophenoxy)acetamido]-2-(5-methanesulfonyl-1,3,4-oxadiazol-2-yl)piperidine C(C)(C)(C)N1[C@H](CC[C@@H](C1)NC(COC1=CC(=C(C=C1)Cl)F)=O)C=1OC(=NN1)S(=O)(=O)C